Cl.C1(CC1)CNN (Cyclopropylmethyl)hydrazine hydrochloride